6-bromo-N3-(1-((tert-butyldimethylsilyl)oxy)propan-2-yl)pyridine-2,3-diamine BrC1=CC=C(C(=N1)N)NC(CO[Si](C)(C)C(C)(C)C)C